BrC1=C2N=CC(=NC2=CC(=C1)C)N1CCCC1 5-bromo-7-methyl-2-(pyrrolidin-1-yl)quinoxaline